ClC=1C=NC(=C(C(=O)NC2CCC(CC2)CN2C(N(C3=C2C=CC=C3)CC=3N=CSC3)=O)C1)C(F)(F)F 5-chloro-N-((1r,4r)-4-((2-oxo-3-(thiazol-4-ylmethyl)-2,3-dihydro-1H-benzo[d]imidazol-1-yl)methyl)cyclohexyl)-2-(trifluoromethyl)nicotinamide